BrC1=CC=CC=2C=CC=3NC=4C=CC=CC4C3C21 1-bromo-7H-benzo[C]carbazole